CC1=CC2=C(C3=CC=CC=C3C(=C2C=C1)COCC)COCC 2-methyl-9,10-diethoxymethyl-anthracene